C(C1=CC=CC=C1)[NH+]1CCCC1 1-benzylpyrrolidinium